tris(2-acryloyloxyethyl)(2-methoxyethyl)ammonium C(C=C)(=O)OCC[N+](CCOC)(CCOC(C=C)=O)CCOC(C=C)=O